(cyclobutylmethyl)[(6-{[1-(isoquinolin-4-yl)-1H-1,2,3-triazol-4-yl]methyl}-1H-indol-2-yl)methyl]amine C1(CCC1)CNCC=1NC2=CC(=CC=C2C1)CC=1N=NN(C1)C1=CN=CC2=CC=CC=C12